C(C=C)N1NC(=CN=C1)C1OCCC1 2-allyl-6-(2-tetrahydrofuranyl)-1,2,4-triazine